COC(C1=CC(C(=O)OC)=C(C=C1Br)Br)=O 4,6-dibromo-isophthalic acid dimethyl ester